CC(C(=O)C1C(N(C[C@H](C1)C)C(=O)OC(C)(C)C)=O)(C)C |r| tert-butyl rac-(5S)-3-(2,2-dimethylpropanoyl)-5-methyl-2-oxo-piperidine-1-carboxylate